N-[(1R)-1-(3-Bromo-2-methoxy-phenyl)ethyl]-2-methyl-5-(4-methylpiperazin-1-yl)benzamide BrC=1C(=C(C=CC1)[C@@H](C)NC(C1=C(C=CC(=C1)N1CCN(CC1)C)C)=O)OC